N1(CCN(CCN(CC1)CC=1C(=C(C=C(C1)C)CNC(CO)O)O)CC=1C(=C(C=C(C1)C)CNC(CO)O)O)CC=1C(=C(C=C(C1)C)CNC(CO)O)O 1,1',1''-{1,4,7-triazonane-1,4,7-triyltris[methylene(2-hydroxy-5-methyl-3,1-phenylene)methyleneazanediyl]}tri(ethane-1,2-diol)